tert-butyl 9-{[(2S)-1-methoxy-3-methyl-1-oxobutan-2-yl] (methyl) carbamoyl}-1-oxa-4,9-diazaspiro[5.5]undecane-4-carboxylate COC([C@H](C(C)C)N(C(=O)N1CCC2(CN(CCO2)C(=O)OC(C)(C)C)CC1)C)=O